FC(CO)(S(=O)(=O)[O-])F.C(C1=CC=CC=C1)[N+](C)(C)C benzyltrimethylammonium 1,1-difluoro-2-hydroxyethane-1-sulfonate